NC1=C(C2=C(N=C(N=C2)Cl)N1C1=C(C(=CC=C1C)O)C)C(=O)NC 6-amino-2-chloro-7-(3-hydroxy-2,6-dimethylphenyl)-N-methyl-7H-pyrrolo[2,3-d]pyrimidine-5-carboxamide